I.N12CCCCCC2=NCCC1 1,8-diazabicyclo[5.4.0]-7-undecene hydroiodide